5-Bromo-2-carboxypyridin-1-ium-1-olate BrC=1C=CC(=[N+](C1)[O-])C(=O)O